N1N=NC(=C1)C1CN(C1)C1=NN=C(O1)C=1C=NC(=NC1)NC1CC=2C(=NC=CC2)C1 N-(5-(5-(3-(1H-1,2,3-triazol-4-yl)azetidin-1-yl)-1,3,4-oxadiazol-2-yl)pyrimidin-2-yl)-6,7-dihydro-5H-cyclopenta[b]pyridin-6-amine